C(=O)C1CN(C1)C(=O)OC(C)(C)C tert-butyl (3-formylazetidin-1-yl)carboxylate